C(C)(C)(C)C1=CC=C(C=C1)C1=NC(=C(C(=N1)OC)C(=O)O)C 2-(4-(tert-butyl)phenyl)-4-methoxy-6-methylpyrimidine-5-carboxylic acid